N[C@@H]1C[C@@H](CCC1)O (1R,3S)-3-Aminocyclohexanol